O=C1C2CC3CCCC(N3C1CNS(=O)(=O)C)C2 N-((3-oxooctahydro-2H-2,6-methanoquinolizin-4-yl)methyl)methane-sulfonamide